4-(5,7-difluoro-benzoimidazol-2-yl)-1,2,5-oxadiazol-3-amine FC1=CC2=C(N=C(N2)C=2C(=NON2)N)C(=C1)F